N-tert-butoxycarbonyl-R-proline C(C)(C)(C)OC(=O)N1[C@H](CCC1)C(=O)O